2'-O-Methyl-5-methyluridine CO[C@H]1[C@@H](O[C@@H]([C@H]1O)CO)N1C(=O)NC(=O)C(=C1)C